FC1=C(C(=CC=C1[N+](=O)[O-])F)N(C(C)=O)C N-(2,6-difluoro-3-nitrophenyl)-N-methylacetamide